(3-iodo-1-methyl-1H-pyrazol-4-yl)pyrazolo[1,5-a]Pyrimidine-3-carboxamide IC1=NN(C=C1C1=NN2C(N=CC=C2)=C1C(=O)N)C